CC1=CC(=CC(=N1)N1C(C2C(C1=O)CCC2)C=O)C(F)(F)F 2-(6-methyl-4-(trifluoromethyl)pyridin-2-yl)-3-oxooctahydrocyclopenta[c]pyrrole-1-carboxaldehyde